zinc pyrrolate N1C(=CC=C1)C(=O)[O-].[Zn+2].N1C(=CC=C1)C(=O)[O-]